5-bromo-6-((((1R,3s,5S)-6,6-difluoro-bicyclo[3.1.0]hexane-3-yl)methyl)amino)-N-(4-methoxybenzyl)-N-methylpyridine-3-sulfonamide BrC=1C=C(C=NC1NCC1C[C@H]2C([C@H]2C1)(F)F)S(=O)(=O)N(C)CC1=CC=C(C=C1)OC